ClC1=C2C(=NC=C1)N(N=C2I)CC2=CC=C(C=C2)OC 4-chloro-3-iodo-1-(4-methoxybenzyl)-1H-pyrazolo[3,4-b]pyridine